oct-1,4-diene C=CCC=CCCC